OC(C(=O)O)=CC1=CCCC=C1 3,4-dihydrohydroxycinnamic acid